1-(5'H,7'H-spiro[cyclopropane-1,4'-thieno[2,3-c]pyran]-7'-yl)cyclopropanamine S1C=CC2=C1C(OCC21CC1)C1(CC1)N